O1CC(CC1)OC1=C(C=CC=C1)B(O)O [2-(OXOLAN-3-YLOXY)PHENYL]BORANEDIOL